4-methyldiethoxysilyl-hexane C[Si](C(CCC)CC)(OCC)OCC